BrC1=CC(=C(C=C1OC)C1=NOC(=N1)C)F 3-(4-bromo-2-fluoro-5-methoxyphenyl)-5-methyl-1,2,4-oxadiazole